C(C)(C)C1=C(NC2=C1N=C(S2)C2CCN(CC2)C2COC2)C=2C=C(C=1N(C2)N=CN1)OC 6-isopropyl-5-(8-methoxy-[1,2,4]triazolo[1,5-a]pyridin-6-yl)-2-(1-(oxetan-3-yl)piperidin-4-yl)-4H-pyrrolo[3,2-d]thiazole